Cl.Cl.NC=1N=NC(=CC1N1C[C@H](N(CC1)C(C(=O)O)C)C)Cl 2-((R)-4-(3-amino-6-chloropyridazin-4-yl)-2-methylpiperazin-1-yl)propanoic acid dihydrochloride